(2R,3R,4S,5S)-2-(4-Amino-5-(1-methyl-1H-imidazol-5-yl)-7H-pyrrolo[2,3-d]pyrimidin-7-yl)-5-((((3-methyl-5-phenylisoxazol-4-yl)methyl)thio)methyl)tetrahydrofuran-3,4-diol NC=1C2=C(N=CN1)N(C=C2C2=CN=CN2C)[C@@H]2O[C@@H]([C@H]([C@H]2O)O)CSCC=2C(=NOC2C2=CC=CC=C2)C